2-(ethylamino)-N-(6-(trifluoromethoxy)benzo[d]thiazol-2-yl)acetamide hydrochloride Cl.C(C)NCC(=O)NC=1SC2=C(N1)C=CC(=C2)OC(F)(F)F